2-methoxy-N-(4-(2-methoxyethoxy)-2-(thiazol-5-yl)quinolin-6-yl)acetamide COCC(=O)NC=1C=C2C(=CC(=NC2=CC1)C1=CN=CS1)OCCOC